butanolat C(CCC)[O-]